C(C(C)C)(=O)OC1=C(C=C(C=C1/C=N/C(C(C)C)O)Cl)O (E)-4-chloro-2-hydroxy-6-((1-hydroxy-2-methylpropyl-imino)meth-yl)phenyl isobutyrate